(6R)-17-amino-6-hydroxy-12-[(2-isopropylpyrazol-3-yl)methyl]-6,15-bis(trifluoromethyl)-19-oxa-3,4,12,18-tetrazatricyclo[12.3.1.12,5]nonadeca-1(18),2,4,14,16-pentaen-13-one NC1=CC(=C2C(N(CCCCC[C@@](C3=NN=C(C1=N2)O3)(C(F)(F)F)O)CC=3N(N=CC3)C(C)C)=O)C(F)(F)F